CN(/C=C/C(=O)C1=CC2=C(OCO2)C=C1)C (E)-3-(dimethylamino)-1-(benzo[d][1,3]dioxol-5-yl)-2-propen-1-one